N-(dimethylphosphinyl)aminotetrahydrothiophene-1,1-dioxide CP(=O)(NC1S(CCC1)(=O)=O)C